(4-((2-((2-aminoethyl)amino)-2-oxoethyl)thio)-4-methylpentanoyl)-N-methyl-L-alanine NCCNC(CSC(CCC(=O)N([C@@H](C)C(=O)O)C)(C)C)=O